C1(=CC=CC=C1)C1=NC(=NC(=C1)C1=CC=CC=C1)N(\N=C\C=1C=C(C(=CC1)O)O)C 4-[(E)-[(4,6-diphenylpyrimidin-2-yl)-methyl-hydrazono]methyl]benzene-1,2-diol